OC1C(OC2=CC(=CC(=C2C1)OC)O)C=1C=C(C(=C(C1)O)O)O 5-(3,7-dihydroxy-5-methoxychroman-2-yl)benzene-1,2,3-triol